FC1(OC2=C(O1)C=C(C(=C2)C(=O)OCC)C)F ethyl 2,2-difluoro-6-methyl-1,3-benzodioxole-5-carboxylate